2-hydroxy-N,N,N-trimethylpropan-1-aminium formate CC(C[N+](C)(C)C)O.C(=O)[O-]